(3R)-5,5-difluoro-1-(4-(4-fluorophenyl)-2-hydroxycyclopentyl)piperidin-3-ylcarbamic acid tert-butyl ester C(C)(C)(C)OC(N[C@H]1CN(CC(C1)(F)F)C1C(CC(C1)C1=CC=C(C=C1)F)O)=O